C(C)(C)(C)OCCCNC(=O)C=1C=C(C=NC1OC)C1=CC=C2C(=NNC2=C1)C(=O)NC 6-(5-{[3-(tert-butoxy)propyl]-carbamoyl}-6-methoxypyridin-3-yl)-N-methyl-1H-indazole-3-carboxamide